methyl 4-[6-(2,4-difluoroanilino)-3-ethyl-pyrazin-2-yl]-4-ethyl-hexanoate FC1=C(NC2=CN=C(C(=N2)C(CCC(=O)OC)(CC)CC)CC)C=CC(=C1)F